butyric acid (E)-2-butenyl ester C(\C=C\C)OC(CCC)=O